[4-(2-Bromo-4-fluoro-phenyl)-thiazol-2-yl]-[2-ethyl-6-(1-methanesulfonyl-piperidin-4-yl)-imidazo[1,2-a]pyridin-3-yl]-methyl-amine BrC1=C(C=CC(=C1)F)C=1N=C(SC1)N(C)C1=C(N=C2N1C=C(C=C2)C2CCN(CC2)S(=O)(=O)C)CC